(R)-2-(2-((3'-(1-amino-2-hydroxyethyl)-5-(2-azaspiro[4.4]nonan-2-yl)-[1,1'-biphenyl]-3-yl)methoxy)phenyl)acetic acid N[C@@H](CO)C=1C=C(C=CC1)C1=CC(=CC(=C1)N1CC2(CC1)CCCC2)COC2=C(C=CC=C2)CC(=O)O